N1CC(C1)NC=1C2=C(N=C(N1)Cl)N(C=C2)[C@H]2[C@@H]([C@@H]([C@H](O2)COCP(O)(O)=O)O)O [(2R,3S,4R,5R)-5-[4-(azetidin-3-ylamino)-2-chloro-pyrrolo[2,3-d]pyrimidin-7-yl]-3,4-dihydroxy-tetrahydro-furan-2-yl]methoxy-methylphosphonic acid